NC=1C=C(C=NC1)C=1C=C(C(=NC1)Cl)NS(=O)(=O)C1=CC=CC=C1 N-(5-(5-aminopyridin-3-yl)-2-chloropyridin-3-yl)benzenesulfonamide